(2-fluoro-5-hydroxyphenyl){6-[3-(3-pyridyl)-4-(trifluoromethyl)-1-pyrazolyl]-2-aza-2-spiro[3.3]heptyl}methanone FC1=C(C=C(C=C1)O)C(=O)N1CC2(C1)CC(C2)N2N=C(C(=C2)C(F)(F)F)C=2C=NC=CC2